cystin dimethyl ester COC([C@H](CSSC[C@@H](C(=O)OC)N)N)=O